C(C)(C)(C)OC(=O)N1C(CCCCC1)C1=C(C=CC=C1)C=O (2-formylphenyl)azepane-1-carboxylic acid tert-butyl ester